N[C@H](C(F)F)C=1C=C(C=C2C(N(C(=NC12)C1CCOCC1)C)=O)C (S)-8-(1-amino-2,2-difluoroethyl)-3,6-dimethyl-2-(tetrahydro-2H-pyran-4-yl)quinazolin-4(3H)-one